2-[(8-hydroxy-5-methyl-1-oxo-3,4-dihydroisochromene-7-carbonyl)amino]-3-phenylpropionic acid OC=1C(=CC(=C2CCOC(C12)=O)C)C(=O)NC(C(=O)O)CC1=CC=CC=C1